CN[C@H](C(=O)NC1CCCCC2N(C1=O)C(CC2)C(=O)NCC2=CC(=CC=C2)C(=O)N2[C@@H]1C(OC(CC2)C1)=O)C 6-((S)-2-(methylamino)propanamido)-5-oxo-N-(3-((1S)-7-oxo-6-oxa-2-azabicyclo[3.2.1]octane-2-carbonyl)benzyl)decahydropyrrolo[1,2-a]azocine-3-carboxamide